CC1N(C1)CCC(=O)O.CC1N(C1)CCC(=O)O.CC1N(C1)CCC(=O)O.C(O)C(CC)(CO)CO trimethylolpropane tris[3-(2-methylaziridinyl)-propionate]